N1=C(C=CC=C1)CN1C=C(C2=CC=CC=C12)C(=O)NC1=C(NC=C1)C(=O)O 3-[1-(pyridin-2-ylmethyl)-1H-indole-3-carboxamido]-1H-pyrrole-2-carboxylic acid